CC1C2(CN(C2)C(=O)OC(C)(C)C)CCN1 tert-butyl 5-methyl-2,6-diazaspiro[3.4]octane-2-carboxylate